Cl.N1CC(C1)NC1=C2CN(C(C2=CC=C1)=O)C1C(NC(CC1)=O)=O 3-(4-(azetidin-3-ylamino)-1-oxoisoindolin-2-yl)piperidine-2,6-dione hydrochloride